OC1CN(C1)C(=O)O[C@@H]1CC[C@H](CC1)C(N(C[C@@H]1CC[C@H](CC1)C1=NC(=C(C=C1)OC)C)C1=CC(=CC=C1)C=1C=NN(C1)C(C)C)=O trans-4-((3-(1-Isopropyl-1H-pyrazol-4-yl)phenyl)((trans-4-(5-methoxy-6-methylpyridin-2-yl)cyclohexyl)methyl)carbamoyl)cyclohexyl 3-hydroxyazetidine-1-carboxylate